tert-butyl 7-bromo-6-ethoxy-2,3-dihydro-1H-pyrido[2,3-b][1,4]oxazine-1-carboxylate BrC1=CC2=C(OCCN2C(=O)OC(C)(C)C)N=C1OCC